CC=1NC(=C(N1)C)N 2,4-dimethyl-1H-imidazol-5-amine